CC1=NOC(=C1)CSC1=C(C(=O)NCCNC2=C(C=C(C=C2)C(F)(F)F)[N+](=O)[O-])C=CC=C1 2-[[(3-methyl-5-isoxazolyl)methyl]thio]-N-[2-[[2-nitro-4-(trifluoromethyl)phenyl]amino]ethyl]-benzamide